Cl.CN(CCCN=C=NCC)C N'-(3-dimethylaminopropyl)-N-ethylcarbodiimide, hydrochloride salt